ClC(C)[C@](N(C(=O)OC(C)(C)C)C(C)=O)(CSC(C1=CC=CC=C1)(C1=CC=CC=C1)C1=CC=CC=C1)C(=O)O 1-chloroethyl-N-acetyl-N-(tert-butoxycarbonyl)-S-trityl-L-cysteine